C(C)(C)(C)OC(=O)N1[C@@H](C[C@@](CC1)(C(=O)OC(C)(C)C)CC1=NC(=CC(=C1F)C(=C)OCC)N)C di-tert-butyl-(2R,4R)-4-((6-amino-4-(1-ethoxyvinyl)-3-fluoropyridin-2-yl) methyl)-2-methylpiperidine-1,4-dicarboxylate